tert-butyl 2-((4-methyl-3-(2-(methylamino)-8,9-dihydroimidazo[1',2':1,6]pyrido[2,3-d]pyrimidin-6-yl)phenyl)carbamoyl)-4-(trifluoromethyl)piperidine-1-carboxylate CC1=C(C=C(C=C1)NC(=O)C1N(CCC(C1)C(F)(F)F)C(=O)OC(C)(C)C)C1=CC2=C(N=C(N=C2)NC)N2C1=NCC2